(2R,4R)-1-(2-(3-chloro-2-fluoro-phenyl)propan-2-yl)-2-ethyl-4-((3-fluoro-6-((5-methyl-1H-pyrazol-3-yl)amino)pyridin-2-yl)methyl)-piperidine-4-carboxylic acid ClC=1C(=C(C=CC1)C(C)(C)N1[C@@H](C[C@@](CC1)(C(=O)O)CC1=NC(=CC=C1F)NC1=NNC(=C1)C)CC)F